BrC=1SC2=C(N1)C(CCC2)NC 2-Bromo-N-methyl-4,5,6,7-tetrahydrobenzo[d]thiazol-4-amine